N-[4-chloro-3-(6-oxo-4-pyridin-3-yl-1,6-dihydropyrimidin-2-yl)benzyl]isobutyramide ClC1=C(C=C(CNC(C(C)C)=O)C=C1)C=1NC(C=C(N1)C=1C=NC=CC1)=O